CC(=O)NC1=C(C=C(C=C1)Br)Br 2,4-dibromo-acetanilide